[N].N1C=CC=C1.N1C=CC=C1 bisazole nitrogen